C=1(N=CN2C1CCCC2)C(=O)[O-] 5,6,7,8-tetrahydroimidazo[1,5-a]pyridine-1-carboxylate